NC1=NC=CC=C1C1=NC=2C(=NC(=C(C2)C#N)C2=CC=C(C=C2)F)N1C1=CC=C(C=C1)CO 2-(2-aminopyridin-3-yl)-5-(4-fluorophenyl)-3-(4-(hydroxymethyl)phenyl)-3H-imidazolo[4,5-b]pyridine-6-carbonitrile